(benzyloxy)-4-ethyl-1-methoxybenzene C(C1=CC=CC=C1)OC1=C(C=CC(=C1)CC)OC